7-cyclobutoxy-2-methanesulfonyl-5-[2-(triisopropylsilyl)ethynyl]pyrido[2,3-d]pyrimidine C1(CCC1)OC=1C=C(C2=C(N=C(N=C2)S(=O)(=O)C)N1)C#C[Si](C(C)C)(C(C)C)C(C)C